(S)-N-((R and S)-(3-chloro-4-fluorophenyl)(4-chlorophenyl)methyl)-2-oxooxazolidine-5-carboxamide ClC=1C=C(C=CC1F)[C@H](NC(=O)[C@@H]1CNC(O1)=O)C1=CC=C(C=C1)Cl |&1:8|